trans-3,7-dimethyl-2,6-octa-dien-1-al CC(=CC=O)CCC=C(C)C